C(#N)C1=CC=2N(N=C1)C(=CC2)C2=NC=C(C(=O)NC[C@H](C(C)(C)O)F)C(=C2)NC2CCC(CC2)C=2C=NN(C2)C 6-(3-cyanopyrrolo[1,2-b]pyridazin-7-yl)-N-((R)-2-fluoro-3-hydroxy-3-methylbutyl)-4-(((1r,4R)-4-(1-methyl-1H-pyrazol-4-yl)cyclohexyl)amino)nicotinamide